ClC=1C=C(C=CC1F)NC1=NC=NC2=CC(=C(C=C12)NC(C=CCN1C[C@@H](OC(C1)=O)COC)=O)OCC1CC1 4-[(3-chloro-4-fluorophenyl)amino]-6-{[4-((R)-2-methoxymethyl-6-oxo-morpholine-4-yl)-1-oxo-2-butene-1-yl]amino}-7-cyclopropylmethoxy-quinazoline